methyl (S,E)-5-((8-bromo-6-((2-((tert-butoxycarbonyl)imino)-3-methyl-2,3-dihydro-1H-imidazol-1-yl)methyl)-4-oxochroman-3-yl)methyl)-2-fluorobenzoate BrC=1C=C(C=C2C([C@H](COC12)CC=1C=CC(=C(C(=O)OC)C1)F)=O)CN1/C(/N(C=C1)C)=N/C(=O)OC(C)(C)C